di-tert-butyl (S)-4-[5-(benzyloxy)-5-oxo-2-pentadecanamidopentanamido]-4-[3-(tert-butoxy)-3-oxopropyl]heptanedioate C(C1=CC=CC=C1)OC(CC[C@@H](C(=O)NC(CCC(=O)OC(C)(C)C)(CCC(=O)OC(C)(C)C)CCC(=O)OC(C)(C)C)NC(CCCCCCCCCCCCCC)=O)=O